OCCOCCOCCOCCC1(C(C=CC=C1)S(=O)(=O)NC)[N+](=O)[O-] 2-(2-(2-(2-(2-hydroxyethoxy)ethoxy)ethoxy)ethyl)-N-methyl-2-nitrobenzenesulfonamide